1-Ethyl 7-isopropyl 3-(4-cyanobenzoyl)indolizine-1,7-dicarboxylate C(#N)C1=CC=C(C(=O)C2=CC(=C3C=C(C=CN23)C(=O)OC(C)C)C(=O)OCC)C=C1